N-allylcaprolactam C(C=C)N1C(CCCCC1)=O